N1=CC(=CC=C1)NC(C(N1N=NC(=C1)CNC1=NC=C(C(=C1)OC)[Si](F)(C(C)(C)C)C(C)(C)C)C)=O N-(3-pyridyl)methyl[4-({5-[di(tert-butyl)(fluoro)silyl]-4-methoxy-2-pyridylamino}methyl)-1H-1,2,3-triazol-1-yl]acetamide